COC1=CC=C(C=C1)N1C(=C(C=C1)C1=CC=C(C=C1)OC)C=1OC=CC1C1=CC=C(C=C1)OC 1,3-bis(4-methoxyphenyl)-2-(3-(4-methoxyphenyl)furan-2-yl)-1H-pyrrole